ClC=1C=C2C(=CN1)OC1(CCNCC1)C2 5-Chloro-3H-spiro[furo[2,3-c]pyridine-2,4'-piperidine]